2-(2,6-dioxopiperidin-3-yl)-4-(4-((3-(4-fluorophenyl)azetidin-1-yl)methyl)benzylamino)isoindoline-1,3-dione O=C1NC(CCC1N1C(C2=CC=CC(=C2C1=O)NCC1=CC=C(C=C1)CN1CC(C1)C1=CC=C(C=C1)F)=O)=O